C(C1=CC=CC=C1)(=O)C1CCN(CC1)C1=C(C=C(C#N)C=C1)[N+](=O)[O-] 4-(4-benzoylpiperidin-1-yl)-3-nitrobenzonitrile